N-(((1r,3r)-3-(6-((6-methoxy-2-methyl-1,2,3,4-tetrahydroisoquinolin-7-yl)amino)-3-methyl-1H-pyrazolo[3,4-d]pyrimidin-1-yl)cyclobutyl)methyl)methanesulfonamide COC=1C=C2CCN(CC2=CC1NC1=NC=C2C(=N1)N(N=C2C)C2CC(C2)CNS(=O)(=O)C)C